N1CC(C1)C1=CC=CC=2N(C(N(C21)C)=O)C2C(NC(CC2)=O)=O 3-[4-(azetidin-3-yl)-3-methyl-2-oxo-benzimidazol-1-yl]Piperidine-2,6-dione